O=C(CCCCCC(=O)O)C1=CC=CC=C1 7-oxo-7-phenylheptanoic acid